N-(5-(2-cyclopropyl-8-morpholinoimidazo[1,2-a]pyridin-6-yl)-2-fluoro-4-methylphenyl)-3-(2,2,2-trifluoroethyl)-2,5-dihydro-1H-pyrrole-1-carboxamide C1(CC1)C=1N=C2N(C=C(C=C2N2CCOCC2)C=2C(=CC(=C(C2)NC(=O)N2CC(=CC2)CC(F)(F)F)F)C)C1